CC(C(O)C)(CCCC)CC 2-methyl-2-ethyl-methyl-hexanol